Cl.N1(CCNCC1)C1=CC=C(N=N1)C1=C(C=C(C=C1)N1N=CC=C1)O 2-(6-Piperazin-1-ylpyridazin-3-yl)-5-1H-pyrazol-1-yl-phenol-Hydrochlorid